benzyl [2-(2-amino-3-bromoanilino)-2-oxoethyl]carbamate NC1=C(NC(CNC(OCC2=CC=CC=C2)=O)=O)C=CC=C1Br